(S)-N-(1-(3-(benzyl(methyl)amino)-1,2,4-oxadiazol-5-yl)ethyl)-1-methyl-3-(trifluoromethyl)-1H-pyrazole-5-carboxamide C(C1=CC=CC=C1)N(C1=NOC(=N1)[C@H](C)NC(=O)C1=CC(=NN1C)C(F)(F)F)C